ClP(C(=CC1=CC=CC=C1)P(C1CCCCC1)(C1CCCCC1)(C1CCCCC1)Cl)(C1CCCCC1)(C1CCCCC1)C1CCCCC1.[Ru+2] ruthenium (II) dichloro(phenylvinylidene)bis(tricyclohexylphosphine)